[Cl-].[Cl-].BrC1=CC=C(C=C1)C(=[Zr+2](C1=C(C(=CC=2C3=CC(=C(C=C3CC12)C1=CC=CC=C1)C(C)(C)C)C(C)(C)C)C1=CC=CC=C1)C1C=CC=C1)C1=CC=C(C=C1)Br di-(p-bromophenyl)methylene(cyclopentadienyl)(2,7-diphenyl-3,6-di-tert-butylfluorenyl)zirconium dichloride